tris(tert-pentylphenyl) phosphite P(OC1=C(C=CC=C1)C(C)(C)CC)(OC1=C(C=CC=C1)C(C)(C)CC)OC1=C(C=CC=C1)C(C)(C)CC